N=1C=NN2C1C=CC(=C2)C=2C=CN1N=C(N=C(C12)OC)N[C@H]1C(N(CCC1)C)=O (R)-3-((5-([1,2,4]triazolo[1,5-a]pyridin-6-yl)-4-methoxypyrrolo[2,1-f][1,2,4]triazin-2-yl)amino)-1-methylpiperidin-2-one